methyl 2,4-dimethyl-5-((phenylmethyl)sulfonamido)benzoate CC1=C(C(=O)OC)C=C(C(=C1)C)NS(=O)(=O)CC1=CC=CC=C1